diethyl (difluoro(4-((8-methoxy-5H-pyrido[3,2-b]indol-5-yl)methyl)phenyl)methyl)phosphonate FC(C1=CC=C(C=C1)CN1C2=C(C=3C=C(C=CC13)OC)N=CC=C2)(F)P(OCC)(OCC)=O